methylporphyrin dipropionate C(CC)(=O)O.C(CC)(=O)O.CC1=C2NC(=C1)C=C1C=CC(=N1)C=C1C=CC(N1)=CC=1C=CC(N1)=C2